BrC=1C=C(C=CC1)C1=NN=CN1CC1CC1 3-(3-bromophenyl)-4-(cyclopropylmethyl)-4H-1,2,4-triazole